FC(C#CC(O)C1=CC=C(C=C1)OC)(F)F 4,4,4-trifluoro-1-(p-methoxyphenyl)but-2-yn-1-ol